ClC=1C(=C(C=CC1F)NC(=O)[C@H]1N([C@@H]2CC[C@H]1C2)C(=O)OC(C)(C)C)F tert-butyl (1R,3S,4S)-3-((3-chloro-2,4-difluorophenyl) carbamoyl)-2-azabicyclo[2.2.1]heptane-2-carboxylate